ClC1=C(C=NN1CC1(CCC1)O)NC1=NC2=CC(=C(C=C2C=N1)Cl)C1CCN(CC1)C1COC1 1-{[5-chloro-4-({6-chloro-7-[1-(oxetan-3-yl)piperidin-4-yl]quinazolin-2-yl}amino)-1H-pyrazol-1-yl]methyl}cyclobutan-1-ol